4-deoxy-2-acetamidogalactose C(C)(=O)N[C@@](C=O)(O)[C@@H](O)C[C@H](O)CO